(2R,4R)-4-(4-(3-chloro-1H-1,2,4-triazol-1-yl)-2-methylphenylsulfonyl)-N-(1-cyanocyclopropyl)-1-(1-(trifluoromethyl)cyclopropanecarbonyl)pyrrolidine-2-carboxamide ClC1=NN(C=N1)C1=CC(=C(C=C1)S(=O)(=O)[C@@H]1C[C@@H](N(C1)C(=O)C1(CC1)C(F)(F)F)C(=O)NC1(CC1)C#N)C